ethoxybutane-1,3-diyl bis(4-methylbenzene-1-sulfonate) CC1=CC=C(C=C1)S(=O)(=O)OCCC(COCC)OS(=O)(=O)C1=CC=C(C=C1)C